FC1=CC(=NC=C1)N1C[C@@H](NCC1)C (S)-1-(4-fluoropyridin-2-yl)-3-methylpiperazine